BrC=1C(=C2C(=NC1)NC[C@]21C[C@H](CC1)N1N=CC(=N1)C)Cl |r| (1RS,3SR)-5'-Bromo-4'-chloro-3-(4-methyl-2H-1,2,3-triazol-2-yl)-1',2'-dihydrospiro[cyclopentane-1,3'-pyrrolo[2,3-b]pyridine]